C(C1=CC=CC=C1)SC=1C2=C(N=C(N1)OC[C@@]13CCCN3C[C@@H](C1)F)C(=C(N=C2)C2=CC=CC1=CC=C(C(=C21)Cl)F)F 4-(benzylthio)-7-(8-chloro-7-fluoronaphthalen-1-yl)-8-fluoro-2-(((2R,7aR)-2-fluorohexahydro-1H-pyrrolizin-7a-yl)methoxy)pyrido[4,3-d]pyrimidine